CC1=NC(=CC(=N1)NC1=NC=C(C(=O)NC([2H])([2H])[2H])C(=C1)NC=1C=NN2C1C(=C(C=C2)[C@@H](C(F)(F)F)O)OC)C (S)-6-((2,6-Dimethylpyrimidin-4-yl)amino)-4-((4-methoxy-5-(2,2,2-trifluoro-1-hydroxyethyl)pyrazolo[1,5-a]pyridin-3-yl)amino)-N-(methyl-d3)nicotinamide